Racemic-Tert-butyl (1S,2R,3R,5R)-3-[(5-chloropyrazin-2-yl)(methyl)amino]-2-fluoro-8-azabicyclo[3.2.1]octane-8-carboxylate ClC=1N=CC(=NC1)N([C@H]1[C@H]([C@@H]2CC[C@H](C1)N2C(=O)OC(C)(C)C)F)C |r|